1-(7-(8-ethynyl-7-fluoro-3-hydroxynaphthalen-1-yl)-8-fluoro-2-(((2R,7aS)-2-fluorotetrahydro-1H-pyrrolizin-7a(5H)-yl)methoxy)quinazolin-4-yl)azetidine-3-carboxamide C(#C)C=1C(=CC=C2C=C(C=C(C12)C1=CC=C2C(=NC(=NC2=C1F)OC[C@]12CCCN2C[C@@H](C1)F)N1CC(C1)C(=O)N)O)F